NC1=NC=C(C=C1OC1=CC=C(C=C1)NC(C1=CC=C(C=C1)OC)=O)Cl N-(4-((2-amino-5-chloropyridin-3-yl)oxy)phenyl)-4-methoxybenzamide